IC1=CC=C(C=C1)C1=CCC(C=C1)(C1=CC=CC=C1)I 4,4'-Diiodo-1,1':4',1''-terphenyl